(S)-7-(5-amino-5,7-dihydro-spiro[cyclopenta[b]pyridin-6,4'-piperidin]-1'-yl)-3-(2,3-dichlorophenyl)pteridine-2,4(1H,3H)-dione N[C@@H]1C=2C(=NC=CC2)CC12CCN(CC2)C2=CN=C1C(N(C(NC1=N2)=O)C2=C(C(=CC=C2)Cl)Cl)=O